ClC1=CC=C(C=C1)S(=O)(=O)C1(CCC(CC1)NS(=O)(=O)C(F)(F)F)C1=C(C=CC(=C1)F)F N-[cis-4-[(4-Chlorophenyl)sulfonyl]-4-(2,5-difluorophenyl)cyclohexyl]-1,1,1-trifluoro-methanesulfonamide